C(C)S(=O)(=O)C1=C(C(=C(C=C1CCCCC)O)C1CCCC(=C1)C)O 3-(ethylsulfonyl)-5'-methyl-4-pentyl-1',2',3',4'-tetrahydro-[1,1'-biphenyl]-2,6-diol